tert-butyl (R)-6-((tert-butoxycarbonyl)amino)-7-phenylheptanoate C(C)(C)(C)OC(=O)N[C@H](CCCCC(=O)OC(C)(C)C)CC1=CC=CC=C1